ClC1=C(C=CC=C1C1=C(C(=NC=C1)C1=CC=C2C(=CN(C2=C1)C)CNC1CCOCC1)Cl)C1=CC=C(C(=N1)OC)CNC[C@@H]1CCC(N1)=O (S)-5-((((6-(2-chloro-3-(3-chloro-2-(1-methyl-3-(((tetrahydro-2H-pyran-4-yl)amino)methyl)-1H-indol-6-yl)pyridin-4-yl)phenyl)-2-methoxypyridin-3-yl)methyl)amino)methyl)pyrrolidin-2-one